2-((4-(4-carbamoyl-1H-benzo[d]imidazol-2-yl)-2-fluorophenyl)amino)-7-cyclopentyl-N,N-dimethyl-7H-pyrrolo[2,3-d]pyrimidine-6-carboxamide C(N)(=O)C1=CC=CC=2NC(=NC21)C2=CC(=C(C=C2)NC=2N=CC1=C(N2)N(C(=C1)C(=O)N(C)C)C1CCCC1)F